CN1C(=NC2=C1C=CC(=C2)C(=O)N2C[C@@H](CCC2)NC(OC(C)(C)C)=O)C=2N1C3=C(C=CC=C3C2)OCC1C tert-butyl ((3R)-1-(1-methyl-2-(3-methyl-2,3-dihydro-[1,4]oxazino[2,3,4-hi]indol-5-yl)-1H-benzo[d]imidazole-5-carbonyl)piperidin-3-yl)carbamate